F[P-](F)(F)(F)(F)F.[Mn+2].C(C)N1CCCN2CCN(CCCN(CC1)CC2)CC.F[P-](F)(F)(F)(F)F 5,12-diethyl-1,5,8,12-tetraazabicyclo[6.6.2]hexadecane Manganese(II) Hexafluorophosphate